(11S)-7,8,9,11,12,13,14,15,16,17-decahydro-3,11-dihydroxy-6H-cyclopenta[a]phenanthrene-17-carboxylic acid OC=1C=CC=2C3[C@H](CC4C(CCC4C3CCC2C1)C(=O)O)O